Cyclopropane-1,1-dicarboxylic acid [3-fluoro-4-(7-hydroxy-6-methoxy-quinolin-4-yloxy)-phenyl]-amide (4-fluorophenyl)-amide FC1=CC=C(C=C1)NC(=O)C1(CC1)C(=O)NC1=CC(=C(C=C1)OC1=CC=NC2=CC(=C(C=C12)OC)O)F